3-(chloromethyl)-3-cyanopiperidine-1-carboxylic acid benzyl ester C(C1=CC=CC=C1)OC(=O)N1CC(CCC1)(C#N)CCl